C(#N)C=1C=C(C=CC1)/C=C/C(=O)C1=CC=C(OCC(=O)O)C=C1 2-[4-[(E)-3-(3-Cyanophenyl)prop-2-enoyl]phenoxy]acetic acid